(1R,2S,3S,5S)-8-[3-(3,4-Dichloro-2-methyl-2H-indazol-5-yl)-5-methyl-1H-pyrazolo[3,4-b]pyrazin-6-yl]-2-fluoro-8-aza-bicyclo[3.2.1]octan-3-amine ClC=1N(N=C2C=CC(=C(C12)Cl)C1=NNC2=NC(=C(N=C21)C)N2[C@H]1[C@H]([C@H](C[C@@H]2CC1)N)F)C